COC=1C=CC2=C(NC(O2)=O)C1 5-methoxy-3H-1,3-benzoxazol-2-one